(E)-N-hydroxy-3-(2-(4-(2-(thiophen-2-yl)acetyl)piperazin-1-yl)phenyl)acrylamide ONC(\C=C\C1=C(C=CC=C1)N1CCN(CC1)C(CC=1SC=CC1)=O)=O